C[C@@]12CC[C@@H](C1(C)C)CC2=O (R)-(+)-Camphor